azobis(2-methylpropionic acid) N(=NC(C(=O)O)(C)C)C(C(=O)O)(C)C